N-(3-(5-(4-methyl-4H-1,2,4-triazol-3-yl)spiro[2.3]hexan-5-yl)phenyl)-5-(((2-methylbutyl)amino)methyl)-2-oxo-1-(2,2,2-trifluoroethyl)-1,2-dihydropyridine-3-carboxamide CN1C(=NN=C1)C1(CC2(CC2)C1)C=1C=C(C=CC1)NC(=O)C=1C(N(C=C(C1)CNCC(CC)C)CC(F)(F)F)=O